NC=1C2=C(N=CN1)N(C(=C2C2=CC=NN2C)C2=CCC1(CCN(CC1)C(C=C)=O)CC2)C (9-(4-amino-7-methyl-5-(1-methyl-1H-pyrazol-5-yl)-7H-pyrrolo[2,3-d]pyrimidin-6-yl)-3-azaspiro[5.5]undec-8-en-3-yl)prop-2-en-1-one